C1(CC1)CCC1=CC(=NN1C)C=1C(=C(C(=CC1)O)N1CC(NS1(=O)=O)=O)F 5-(3-(5-(2-cyclopropylethyl)-1-methyl-1H-pyrazol-3-yl)-2-fluoro-6-hydroxyphenyl)-1,2,5-thiadiazolidin-3-one 1,1-dioxide